CN1C(=NN=C1C1CCN(CC1)C)[C@@]12CN(C[C@]2(C1)C(F)(F)F)C1=C2C=CC=NC2=C(C=C1)C#N 5-((1S,5R)-1-(4-methyl-5-(1-methylpiperidin-4-yl)-4H-1,2,4-triazol-3-yl)-5-(trifluoromethyl)-3-azabicyclo[3.1.0]hexan-3-yl)quinoline-8-carbonitrile